2-oxoethyl methylcarbamate CNC(OCC=O)=O